BrC1=CC(=C(C(=O)NCC=2C(=C(C=CC2)C2=CC=C(C(=N2)N2CCCCC2)C(=O)OC)O)C(=C1)Cl)Cl methyl 6-[3-[[(4-bromo-2,6-dichlorobenzoyl)amino]methyl]-2-hydroxyphenyl]-2-piperidin-1-ylpyridine-3-carboxylate